O1CC=C(C2=CC=CC=C12)C=1N=CNC1 4-(2H-chromen-4-yl)-1H-imidazole